COC1=CC=C(OCC2OC2)C=C1 2-((4-methoxyphenoxy)methyl)oxirane